C(=CC)N1CC(CCC1)C1=C2C(=C(NC2=C(C(=C1F)F)C(=O)N)C)Cl 4-(1-propenylpiperidin-3-yl)-3-chloro-5,6-difluoro-2-methyl-1H-indole-7-carboxamide